Phenanthrtriquinone C1(C(C(C(C2=C3C(C(C=CC3=CC=C12)=O)=O)=O)=O)=O)=O